C1=CC=CC=2C3=CC=CC=C3C(C12)COC(N[C@H](C(NCCCC[C@H](NC(N[C@@H](CCC(=O)OC(C)(C)C)C(=O)OC(C)(C)C)=O)C(=O)OC(C)(C)C)=O)CC1=CC=C(C=C1)C)=O tri-tert-butyl (5S,12S,16S)-1-(9H-fluoren-9-yl)-5-[(4-methylphenyl)methyl]-3,6,14-trioxo-2-oxa-4,7,13,15-tetraazaoctadecane-12,16,18-tricarboxylate